cis-5-octylpiperidine C(CCCCCCC)C1CCCNC1